4-hydroxy-N-{4-methoxy-7-[1-(pyridin-2-yl)-1H-pyrazol-4-yl]-1H-1,3-benzodiazol-2-yl}-4-methylpiperidine-1-carboxamide OC1(CCN(CC1)C(=O)NC1=NC2=C(N1)C(=CC=C2OC)C=2C=NN(C2)C2=NC=CC=C2)C